P(=O)(OC[N+](C)(C)CCC1=CNC2=CC=C(C=C12)O)(O)[O-] ((2-(5-hydroxy-1H-indol-3-yl)ethyl)dimethylammonio)methyl hydrogen phosphate